1-allyl-3,3-dimethyl-6-(methylthio)-3,4-dihydro-1H-2,1-benzothiazin-4-ol 2,2-dioxide C(C=C)N1S(C(C(C2=C1C=CC(=C2)SC)O)(C)C)(=O)=O